(S)-2-((4-(6-((2-ethylpyrazolo[1,5-a]pyridin-6-yl)methoxy)pyridin-2-yl)pyridine-1-yl)methyl)-1-((oxetan-2-yl)methyl)-1H-benzo[d]imidazole-6-carboxylic acid C(C)C1=NN2C(C=CC(=C2)COC2=CC=CC(=N2)C2=CCN(C=C2)CC2=NC3=C(N2C[C@H]2OCC2)C=C(C=C3)C(=O)O)=C1